trans-1-((4-((S)-3-(3,5-difluorophenyl)isoxazolidine-2-carbonyl)cyclohexyl)methyl)-1H-pyrrolo[3,2-b]pyridine-6-carbonitrile FC=1C=C(C=C(C1)F)[C@H]1N(OCC1)C(=O)[C@@H]1CC[C@H](CC1)CN1C=CC2=NC=C(C=C21)C#N